N1CC2(CC1)CC=1C=NC=CC1O2 3H-spiro[furo[3,2-c]pyridin-2,3'-pyrrolidine]